4-methoxy-N-((2-phenylimidazo[1,2-a]pyridin-3-yl)methyl)aniline COC1=CC=C(NCC2=C(N=C3N2C=CC=C3)C3=CC=CC=C3)C=C1